FC(C1=NN=C(S1)C1=NC=C2N1C=C(C=C2N2C[C@@H](N([C@H](C2)C)CCO)C)S(=O)(=O)NC2(COC2)C)F 3-(5-(difluoromethyl)-1,3,4-thiadiazol-2-yl)-8-((3S,5S)-4-(2-hydroxyethyl)-3,5-dimethylpiperazin-1-yl)-N-(3-methyloxetane-3-yl)imidazo[1,5-a]pyridine-6-sulfonamide